2-[1-(4-chlorobenzoyl)-5-methoxy-2-methyl-1H-indol-3-yl]acetic acid ClC1=CC=C(C(=O)N2C(=C(C3=CC(=CC=C23)OC)CC(=O)O)C)C=C1